[NH+]1(NCCCCCCC1)C1CCCCCCCC1 diazabicyclononanium